sodium ((1-(6,7-dimethoxyquinazolin-4-yl)azepan-4-yl)methyl) phosphonate P(OCC1CCN(CCC1)C1=NC=NC2=CC(=C(C=C12)OC)OC)([O-])=O.[Na+]